(R)-8-bromo-N2-(3-chloro-4-fluorophenyl)-N4-(1-cyclopropylethyl)quinazoline-2,4-diamine BrC=1C=CC=C2C(=NC(=NC12)NC1=CC(=C(C=C1)F)Cl)N[C@H](C)C1CC1